7-(2-fluoro-3-(1-(1-(4-fluorophenyl)ethyl)-3-methyl-1H-pyrazol-4-yl)phenyl)-[1,2,4]triazolo[1,5-a]pyridin-2-amine FC1=C(C=CC=C1C=1C(=NN(C1)C(C)C1=CC=C(C=C1)F)C)C1=CC=2N(C=C1)N=C(N2)N